3-{4-[(6,7-dimethoxy-4-quinolinyl)oxy]-3-isopropylphenyl}-1-[2-(trifluoromethyl)-4-pyridinyl]-2,4-imidazolidinedione COC=1C=C2C(=CC=NC2=CC1OC)OC1=C(C=C(C=C1)N1C(N(CC1=O)C1=CC(=NC=C1)C(F)(F)F)=O)C(C)C